ICCCCC#CC(OCC)OCC 7-iodo-1,1-diethoxy-2-heptyne